C(CCCC)OC(CCC1=CC(=C(C(=C1)C(C)(C)C)O)N1N=C2C(=N1)C=CC=C2)=O 3-[3-(2H-benzotriazol-2-yl)-5-(1,1-dimethylethyl)-4-hydroxyphenyl]propanoic acid pentyl ester